N[C@H]1[C@@H](COCC1)C1=C(C2=NC(=CC(=C2S1)NCC1=CC=CC=C1)Cl)Cl 2-((3s,4r)-4-aminotetrahydro-2H-pyran-3-yl)-N-benzyl-3,5-dichlorothieno[3,2-b]pyridin-7-amine